NCC(CN1N=CN(C1=O)C1=NC(=CC=C1)C=1C=NN(C1)CC)=C(F)F 2-[2-(aminomethyl)-3,3-difluoro-allyl]-4-[6-(1-ethylpyrazol-4-yl)-2-pyridinyl]-1,2,4-triazol-3-one